(S)-1-Acetyl-N-(2-methoxy-5-(4-(trifluoromethyl)phenoxy)-phenyl)-5-oxopyrrolidine-2-carboxamide C(C)(=O)N1[C@@H](CCC1=O)C(=O)NC1=C(C=CC(=C1)OC1=CC=C(C=C1)C(F)(F)F)OC